3-(2-Methoxybenzyl)-4,5,6,7-tetrahydrobenzo[d]thiazol-2(3H)-imine hydrogen bromide Br.COC1=C(CN2C(SC3=C2CCCC3)=N)C=CC=C1